C(C)C=1C(NC=2C=C(C=NC2C1)CN1CCN(CC1)C(C(C#N)C)=O)=O 3-(4-((7-ethyl-6-oxo-5,6-dihydro-1,5-naphthyridin-3-yl)methyl)piperazin-1-yl)-2-methyl-3-oxopropanenitrile